FC(C(=O)O)(F)F.C[C@H]1CN(C[C@H](O1)C)C(=O)C1=CC=C(/C=C/C2=NNC3=CC(=CC=C23)C=C2C(NCC2C2=CC=CC=C2)=O)C=C1 3-((3-((E)-4-((2s,6r)-2,6-dimethylmorpholin-4-carbonyl)styryl)-1H-indazol-6-yl)methylene)-4-phenylpyrrolidin-2-one trifluoroacetate